BrC1=C(N(N=C1)C)C=1C=C(C=CC1OCCCN(C)C)NC(=O)NC1=CC=C(C=C1)Cl 1-[3-(4-Bromo-2-methyl-2H-pyrazol-3-yl)-4-(3-dimethylamino-propoxy)-phenyl]-3-(4-chloro-phenyl)-urea